2-[3-(6-methyl-2-pyridyl)-1H-pyrazol-4-yl]-7-(4,5,6,7-tetrahydropyrazolo[1,5-a]pyrazin-2-yl)-1,5-naphthyridine CC1=CC=CC(=N1)C1=NNC=C1C1=NC2=CC(=CN=C2C=C1)C1=NN2C(CNCC2)=C1